FC(C1=CC=C(C=C1)N1N=CC(=C1)C=1C=C2C(=CNC2=CC1)NC(=O)C(=O)OCC)(F)F ethyl [(5-[1-[4-(trifluoromethyl) phenyl] pyrazol-4-yl]-1H-indol-3-yl) carbamoyl]formate